ClC1=NC2=NC(=C(N=C2C(=N1)C1=C(C=C(C=C1)F)F)C1CC1)C(=O)OCC ethyl 2-chloro-6-cyclopropyl-4-(2,4-difluorophenyl)pteridine-7-carboxylate